ethyl 2-(4-(5-fluoro-1-methyl-1H-pyrazolo[3,4-b]pyridin-4-yl)cyclohexyl)acetate FC=1C(=C2C(=NC1)N(N=C2)C)C2CCC(CC2)CC(=O)OCC